(3-(2-((1H-pyrazol-4-yl)amino)-5-(trifluoromethyl)pyrimidin-4-yl)-1H-indol-7-yl)dimethylphosphine oxide N1N=CC(=C1)NC1=NC=C(C(=N1)C1=CNC2=C(C=CC=C12)P(C)(C)=O)C(F)(F)F